O=C1N(CCC(N1)=O)C=1C=C(C(=NC1)C=O)O 5-(2,4-dioxotetrahydropyrimidin-1(2H)-yl)-3-hydroxypyridine-carbaldehyde